titanium 3-oxatricyclo[3.2.1.02,4]octane-6-carboxylate C12C3OC3C(C(C1)C(=O)[O-])C2.[Ti+4].C21C3OC3C(C(C2)C(=O)[O-])C1.C12C3OC3C(C(C1)C(=O)[O-])C2.C21C3OC3C(C(C2)C(=O)[O-])C1